C[C@@H](C(=O)N[C@H](CCC(=O)N[C@@H](CCCCN)C(=O)N[C@H](C)C(=O)N[C@H](C)C(=O)O)C(=O)N)NC(=O)[C@@H](C)O[C@@H]1[C@H]([C@H](O[C@@H]([C@H]1O[C@H]2[C@@H]([C@H]([C@@H]([C@H](O2)CO)O)O)NC(=O)C)CO)OP(=O)(O)OP(=O)(O)OC/C=C(/C)\\CC/C=C(/C)\\CC/C=C(/C)\\CC/C=C(/C)\\CC/C=C(/C)\\CC/C=C(/C)\\CC/C=C(/C)\\CC/C=C(/C)\\CC/C=C(\\C)/CC/C=C(\\C)/CCC=C(C)C)NC(=O)C The molecule is an undecaprenyldiphospho-N-acetylmuramoyl peptide in which the peptide moiety is L-alanyl-D-isoglutaminyl-L-lysyl-D-alanyl-D-alanine. It has a role as a mouse metabolite. It is a conjugate acid of an undecaprenyldiphospho-N-acetyl-(N-acetylglucosaminyl)muramoyl-L-alanyl-D-isoglutaminyl-L-lysyl-D-alanyl-D-alanine(2-).